4-cyclopentylsulfanyl-N'-(2-ethyl-4-hydroxy-phenyl)-6-(6-methoxy-3-pyridyl)pyrrolo[1,2-b]pyridazine-3-carboxamidine C1(CCCC1)SC=1C=2N(N=CC1C(=NC1=C(C=C(C=C1)O)CC)N)C=C(C2)C=2C=NC(=CC2)OC